[N+](=O)([O-])C=1C=C(C=CC1NCC1CCOCC1)S(=O)(=O)NC(C1=C(C=C(C=C1)N1CCC(CC1)CN1CC2=CC=CC=C2CC1C1=CC=CC=C1)OC=1C=C2C(=NC1)NC=C2)=O N-[3-nitro-4-(tetrahydropyran-4-ylmethylamino)phenyl]sulfonyl-4-[4-[(3-phenyl-3,4-dihydro-1H-isoquinolin-2-yl)methyl]-1-piperidyl]-2-(1H-pyrrolo[2,3-b]pyridin-5-yloxy)benzamide